4-(4-[3-Cyano-4-[(1R)-1-cyclopropylethoxy]pyrazolo[1,5-a]pyridin-6-yl]-5-methyl-1,2,3-triazol-1-yl)piperidine-1-carbonitrile C(#N)C=1C=NN2C1C(=CC(=C2)C=2N=NN(C2C)C2CCN(CC2)C#N)O[C@H](C)C2CC2